ClC=1C=C(C=CC1F)C1=CSC2=C1C(N(C=C2)CC(=O)N2CC(C2)(F)F)=O 3-(3-Chloro-4-fluorophenyl)-5-[2-(3,3-difluoro-azetidin-1-yl)-2-oxo-ethyl]-5H-thieno[3,2-c]pyridin-4-one